3-(6-chloropyrazin-2-yl)-5-(2-(3-fluoro-3-(fluoromethyl)azetidin-1-yl)-2-oxoethyl)thieno[3,2-c]pyridin-4(5H)-one ClC1=CN=CC(=N1)C1=CSC2=C1C(N(C=C2)CC(=O)N2CC(C2)(CF)F)=O